[2-(3-amino-1-piperidinyl)-4-(4-fluoro-3-hydroxy-phenyl)cyclopentyloxy]benzonitrile NC1CN(CCC1)C1C(CC(C1)C1=CC(=C(C=C1)F)O)OC1=C(C#N)C=CC=C1